C12NCC(CC2C1)O 2-AzaBicyclo[4.1.0]heptan-4-ol